2-(3-amino-4-hydroxyphenyl)-6-phenyl-3,4-dihydroisoquinolin-1(2H)-one NC=1C=C(C=CC1O)N1C(C2=CC=C(C=C2CC1)C1=CC=CC=C1)=O